Pentamethylcyclopentadienyl-dimethyl-(1-benzyl-1,5,6,7-tetrahydro-s-indacenyl)hafnium CC1=C(C(=C(C1([Hf](C1(C=CC2=CC=3CCCC3C=C12)CC1=CC=CC=C1)(C)C)C)C)C)C